COC1=CC=C(C=C1)C/N=C/C=1C=NC(=CC1)C(F)(F)F (E)-N-[(4-methoxyphenyl)methyl]-1-[6-(trifluoromethyl)-3-pyridyl]methanimine